5-((6,7-difluoro-4-(methylthio)-1H-indol-5-yl)oxy)-2-fluorobenzonitrile FC1=C(C(=C2C=CNC2=C1F)SC)OC=1C=CC(=C(C#N)C1)F